[3-(methacryloylamino)propyl]dimethyl(3-sulfopropyl)ammonium hydroxide methacrylate C(C(=C)C)(=O)[O-].[OH-].C(C(=C)C)(=O)NCCC[N+](CCCS(=O)(=O)O)(C)C.C(C(=C)C)(=O)NCCC[N+](C)(C)CCCS(=O)(=O)O